(Z)-2-((dimethylamino)methylene)-4,4-difluoro-3-oxobutanenitrile CN(C)\C=C(\C#N)/C(C(F)F)=O